3-(2-((((5-methyl-2-oxo-1,3-dioxol-4-yl)methoxy)carbonyl)oxy)-2,2-diphenylacetoxy)spiro[bicyclo[3.2.1]octane-8,1'-pyrrolidin]-1'-ium triflate [O-]S(=O)(=O)C(F)(F)F.CC1=C(OC(O1)=O)COC(=O)OC(C(=O)OC1CC2CCC(C1)[N+]21CCCC1)(C1=CC=CC=C1)C1=CC=CC=C1